C(CCCCC)N(CCN(CCN(CCN(C)CCCCCC)C)C)C N,N'''-dihexyl-N,N',N'',N'''-tetramethyl(triethylenetetramine)